6,7-dicyanoquinoxaline C(#N)C=1C=C2N=CC=NC2=CC1C#N